ClC=1C=C2C=C(NC2=CC1)CNC(N(C)C1CN(CCC1)C(=O)C=1NC=CN1)=O 3-[(5-chloro-1H-indol-2-yl)methyl]-1-[1-(1H-imidazole-2-carbonyl)piperidin-3-yl]-1-methylurea